7,8-dihydro-α-Ionone CC1=CCCC(C1CCC(=O)C)(C)C